N[C@@H]1CC[C@H](CC1)O trans-(1r,4r)-4-aminocyclohexanol